(R)-3-(5-methyl-1-(3-(1-methyl-1H-pyrazol-4-yl)propyl)-1,2,5,6-tetrahydropyridin-3-yl)-1H-pyrrolo[2,3-b]pyridine C[C@@H]1C=C(CN(C1)CCCC=1C=NN(C1)C)C1=CNC2=NC=CC=C21